Methyl (S)-4-(1-(1-(3-methylbenzyl)-6-(trifluoromethyl)-2,3-dihydro-1H-imidazo[1,2-b]pyrazole-7-carboxamido)ethyl)benzoate CC=1C=C(CN2CCN3N=C(C(=C32)C(=O)N[C@@H](C)C3=CC=C(C(=O)OC)C=C3)C(F)(F)F)C=CC1